tert-butyl (2S,5R)-4-(2-(2-(cyclopropanecarbonyl) hydrazineyl)-1-(4-fluorophenyl)-2-oxoethyl)-2,5-dimethylpiperazine-1-carboxylate C1(CC1)C(=O)NNC(C(C1=CC=C(C=C1)F)N1C[C@@H](N(C[C@H]1C)C(=O)OC(C)(C)C)C)=O